(E)-3-(4-((3-(2-ethylbenzoyl)-7-hydroxyquinolin-4-yl)oxy)-2-methylphenyl)acrylic acid C(C)C1=C(C(=O)C=2C=NC3=CC(=CC=C3C2OC2=CC(=C(C=C2)/C=C/C(=O)O)C)O)C=CC=C1